[N+](=O)([O-])C=1C=NC=C(C1)C(F)(F)F 3-nitro-5-trifluoromethyl-pyridine